O1COC2=C1C=CC(=C2)C(C(=O)NCCCC)N2C(=NC1=C2C=CC=C1)C=1N(C=CC1)C 2-benzo[1,3]dioxol-5-yl-N-butyl-2-[2-(1-methyl-1H-pyrrol-2-yl)-benzimidazol-1-yl]-acetamide